butyl (S)-3-(4-(2-(trifluoromethyl)quinolin-4-yl)piperazine-1-carbonyl)pyrrolidine-1-carboxylate FC(C1=NC2=CC=CC=C2C(=C1)N1CCN(CC1)C(=O)[C@@H]1CN(CC1)C(=O)OCCCC)(F)F